2-methoxyethyl 1-(2-methoxyethyl)-3-methylpiperidine-3-carboxylate COCCN1CC(CCC1)(C(=O)OCCOC)C